[2H]C([2H])([2H])SCC[C@@H](C(=O)O)N methionine-D3